methyl ((2-(3-chlorophenyl)-2,2-difluoro-1-phenylethoxy)carbonyl)-L-leucinate ClC=1C=C(C=CC1)C(C(OC(=O)N[C@@H](CC(C)C)C(=O)OC)C1=CC=CC=C1)(F)F